N1N=CC2=CC(=CC=C12)NC(NC=1C=C(C(=O)NO)C=CC1)=O 3-(3-(1H-indazol-5-yl)ureido)-N-hydroxybenzamide